2,4,6-trifluorobenzyl cyanide FC1=C(CC#N)C(=CC(=C1)F)F